ClC=1N=C(C2=C(N1)NC=C2C2=CC=CC=C2)N 2-chloro-5-phenyl-7H-pyrrolo[2,3-d]pyrimidin-4-amine